4-[(3S)-3-[2-chloro-4-[(3-methyloxetan-3-yl)methylamino]phenyl]-1,4-oxazepan-4-yl]-6-methyl-pyrimidin-2-amine ClC1=C(C=CC(=C1)NCC1(COC1)C)[C@H]1COCCCN1C1=NC(=NC(=C1)C)N